3-(2-(2-methoxyethoxy)-5-nitrophenyl)-1-methyl-1H-1,2,4-triazole COCCOC1=C(C=C(C=C1)[N+](=O)[O-])C1=NN(C=N1)C